(R)-2-(benzyloxy)-3,3,3-trifluoro-2-methylpropanoic acid C(C1=CC=CC=C1)O[C@](C(=O)O)(C(F)(F)F)C